COC1=NC=CN=C1C Methoxy-3-Methylpyrazine